3-Isopropyl-2-(4-propylphenethyl)-6-((tetrahydro-2H-pyran-2-yl)methoxy)pyridin-4-ol C(C)(C)C=1C(=NC(=CC1O)OCC1OCCCC1)CCC1=CC=C(C=C1)CCC